CC=1C=C(C=C2C=NNC12)C=1C=NC(=NC1)C 7-methyl-5-(2-methylpyrimidin-5-yl)-1H-indazole